FC(C=1C=C(OC2=CC=C(C=C2)C2CN(C2)C(=O)N2C[C@@H]3[C@@H](OCC(N3)=O)CC2)C=CC1)(F)F (+)-(4aR,8aS)-6-[3-[4-[3-(Trifluoromethyl)phenoxy]phenyl]azetidine-1-carbonyl]-4,4a,5,7,8,8a-hexahydropyrido[4,3-b][1,4]oxazin-3-one